3-ethylquinazolin-4(3H)-one C(C)N1C=NC2=CC=CC=C2C1=O